ClC=1C=C(C(=O)N2CCN(CC2)C2=NC=CC=C2)C=CC1N1CCCC1 1-(3-chloro-4-pyrrolidin-1-ylbenzoyl)-4-pyridin-2-ylpiperazine